ClC=1C(=C2C=NN(C2=C(C1)C1CC1)C)C#CC1=NN(C(=C1C(=O)N)NC)[C@@H]1CN([C@H](C1)COC)C(C=C)=O 3-[2-(5-Chloro-7-cyclopropyl-1-methylindazol-4-yl)ethynyl]-1-[(3S,5R)-5-(methoxymethyl)-1-(prop-2-enoyl)pyrrolidin-3-yl]-5-(methylamino)pyrazole-4-carboxamide